N1C(=NC=C1)CN1C[C@@]2(CCN3N=C(C=C32)C=3C=C(C(=NC3)N)C(F)(F)F)CC1 5-[(3S)-1-(1H-imidazol-2-ylmethyl)-5',6'-dihydrospiro[pyrrolidine-3,4'-pyrrolo[1,2-b]pyrazol]-2'-yl]-3-(trifluoromethyl)pyridin-2-amine